C12CNCC(CC1)N2C=2SC=1CN(CCC1N2)C(CC(CC)(C)C)=O 1-(2-(3,8-diazabicyclo[3.2.1]octan-8-yl)-6,7-dihydrothiazolo[5,4-c]pyridin-5(4H)-yl)-3,3-dimethylpentan-1-one